N-([1,2,4]triazolo[4,3-a]pyridin-6-yl)-2-(4-(benzo[d]isoxazol-5-ylamino)-3-isopropyl-6-oxopyridazin-1(6H)-yl)acetamide N=1N=CN2C1C=CC(=C2)NC(CN2N=C(C(=CC2=O)NC=2C=CC1=C(C=NO1)C2)C(C)C)=O